(((1-methylcyclobutyl)amino)methyl)-1-oxo-4-(trifluoromethyl)isoindolin CC1(CCC1)NCN1C(C2=CC=CC(=C2C1)C(F)(F)F)=O